C(C1=CC=CC=C1)C1(CC2(CCN(C2)C2=NC=NC=C2OC2=C(C=C(C=C2)F)C2=C(C=C(C=C2)C#N)C2CC2)CC1)CC(C)(S(=O)N)C (7-benzyl-2-(5-((4'-cyano-2'-cyclopropyl-5-fluoro-[1,1'-biphenyl]-2-yl)oxy)pyrimidin-4-yl)-2-azaspiro[4.4]non-7-yl)-2-methylpropane-2-sulfinamide